ethyl 2-(2,2-difluoropropyl)pent-4-enoate FC(CC(C(=O)OCC)CC=C)(C)F